ClC1=C(C=CC(=C1)C)C=1C=C(C2=CN(N=C2C1)CCN1CCN(CC1)C)C(=O)O 6-(2-chloro-4-methylphenyl)-2-[2-(4-methylpiperazin-1-yl)ethyl]indazole-4-carboxylic acid